CN(CC(=O)OCC1=CC=CC=C1)S(=O)(=O)C=C benzyl N-methyl-N-(vinylsulfonyl)glycinate